Phenyl N-(5-methylpyridin-2-yl)carbamate CC=1C=CC(=NC1)NC(OC1=CC=CC=C1)=O